ClC=1C=C(C=C(C1)NS(=O)(=O)C)NC(=O)C1=CN(C(=C1)C(=O)N1CCOCC1)C1=NC=CC=C1 N-(3-chloro-5-(methylsulfonamido)phenyl)-5-(morpholine-4-carbonyl)-1-(pyridin-2-yl)-1H-pyrrole-3-carboxamide